C(C)(C)(C)OC(NC1=C(C=CC(=C1)N1CCC(CC1)N(C)C)N)=O tert-butyl(2-amino-5-(4-(dimethylamino)piperidin-1-yl)phenyl)carbamate